N-(3,5-difluorobenzyl)-6-fluoro-5-(3-nitro-1-(tetrahydro-2H-pyran-2-yl)-1H-pyrazol-4-yl)indoline-1-carboxamide tert-Butyl-(3-(4-hydroxy-2-methylbutan-2-yl)phenyl)carbamate C(C)(C)(C)N(C(O)=O)C1=CC(=CC=C1)C(C)(CCO)C.FC=1C=C(CNC(=O)N2CCC3=CC(=C(C=C23)F)C=2C(=NN(C2)C2OCCCC2)[N+](=O)[O-])C=C(C1)F